tert-butyl 4-bromo-2,3,6-trifluorobenzoate BrC1=C(C(=C(C(=O)OC(C)(C)C)C(=C1)F)F)F